ethyl 3-bromo-2,4-dihydroxy-6-methylbenzoate BrC=1C(=C(C(=O)OCC)C(=CC1O)C)O